C12C(C3CC(CC(C1)C3)C2)CN 1-(adamantan-2-yl)methylamine